N-(7-bromo-2,2,3,3,6-pentafluoro-2,3-dihydro-1H-inden-1-ylidene)-2-methylpropane-2-sulfinamide BrC=1C(=CC=C2C(C(C(C12)=NS(=O)C(C)(C)C)(F)F)(F)F)F